NC1=NC=C(C=N1)C=1C=C(C=CC1)[C@H](C)N1C(N=CC=C1C=1C=C(C2=C(C=CO2)C1)F)C N-[(1S)-1-[3-(2-aminopyrimidin-5-yl)phenyl]ethyl]-6-(7-fluoro-1-benzofuran-5-yl)-2-methylpyrimidin